FC(CC1=NC(=NO1)NCC1=C(N=NN1C)C1=CC=C(C(=N1)C)O[C@@H]1C[C@H](CCC1)C(=O)OC(C)(C)C)C tert-Butyl (1S,3S)-3-((6-(5-(((5-(2-fluoropropyl)-1,2,4-oxadiazol-3-yl)amino) methyl)-1-methyl-1H-1,2,3-triazol-4-yl)-2-methylpyridin-3-yl)oxy)cyclohexane-1-carboxylate